(R)-N-(7-chloro-6-(1-((3S,4S)-4-fluoro-3-methyltetrahydrofuran-3-yl)piperidin-4-yl)isoquinolin-3-yl)spiro[2.2]pentane-1-carboxamide ClC1=C(C=C2C=C(N=CC2=C1)NC(=O)[C@@H]1CC12CC2)C2CCN(CC2)[C@]2(COC[C@H]2F)C